(7-chloroimidazo[2',1':2,3]thiazolo[4,5-c]pyridin-2-yl)-N-methylbenzamide ClC1=CC2=C(C=N1)N1C(S2)=NC(=C1)C1=C(C(=O)NC)C=CC=C1